N1NCC2=CC=CC=C12 1,2-dihydro-3H-indazol